FC(=CC1=NN(C=C1)C1COC1)F 3-(2,2-difluorovinyl)-1-(oxetan-3-yl)-1H-pyrazole